The molecule is a prostaglandin H that consists of prostaglandin H2 bearing an additional hydroxy substituent at position 19. It has a role as a human xenobiotic metabolite. It is a prostaglandins H, a bridged compound, an olefinic compound, an organic peroxide, an oxylipin and a secondary alcohol. It derives from a prostaglandin H2. It is a conjugate acid of a 19-hydroxyprostaglandin H2(1-). CC(CCC[C@@H](/C=C/[C@H]1[C@H]2C[C@@H]([C@@H]1C/C=C\\CCCC(=O)O)OO2)O)O